2-bromo-6-(5-fluorobenzoselenazol-2-yl)pyridine-3-amine BrC1=NC(=CC=C1N)C=1[Se]C2=C(N1)C=C(C=C2)F